4-(4-(benzyloxy)-3,5-difluorophenyl)-2-butyl-2,7-naphthyridin-1(2H)-one C(C1=CC=CC=C1)OC1=C(C=C(C=C1F)C1=CN(C(C2=CN=CC=C12)=O)CCCC)F